3-cyano-6-chloromethylpyridine C(#N)C=1C=NC(=CC1)CCl